7-((3,5-dimethyl-1H-pyrazol-4-yl)amino)-4-(trifluoromethyl)-2H-benzopyran-2-one CC1=NNC(=C1NC1=CC2=C(C(=CC(O2)=O)C(F)(F)F)C=C1)C